2'-chloro-5'-methyl-5',7'-dihydrospiro[cyclohexane-1,8'-imidazo[1,2-e]purine]-4-ol ClC=1N=CC=2N(C=3N(C2N1)C1(CN3)CCC(CC1)O)C